C(C)NC[C@@H]1CC(N(CCN1C)C1=CC(=CC=C1)O[C@@H](CCNC)C1=CC=CC=C1)=O (S)-7-((ethylamino)methyl)-1-methyl-4-(3-((S)-3-(methylamino)-1-phenylpropoxy)phenyl)-1,4-diazepan-5-one